2-(1H-imidazol-1-yl)-5-(3-(piperidin-4-ylidenemethyl)-1,2,4-triazin-6-yl)pyridin-4-ol N1(C=NC=C1)C1=NC=C(C(=C1)O)C1=CN=C(N=N1)C=C1CCNCC1